BrC=1C(=NN2C=NC(=CC21)C2=CC(=CC=C2)C(F)(F)F)C(C)C 3-Bromo-2-(propan-2-yl)-5-[3-(trifluoromethyl)phenyl]pyrazolo[1,5-c]pyrimidine